C1=CC=CC=2C3=CC=CC=C3C(C12)COC(=O)N1C[C@@](C[C@H]1C(=O)OC(C)(C)C)(C(=O)O)NCC1=CC2=CC=CC=C2C=C1 (3S,5S)-1-(((9H-fluoren-9-yl)methoxy)carbonyl)-5-(tert-butoxycarbonyl)-3-((naphthalen-2-ylmethyl)amino)pyrrolidine-3-carboxylic acid